1-(2-(1-(6-bromopyrrolo[2,1-f][1,2,4]triazin-4-yl)-1,2,3,6-tetrahydropyridin-4-yl)pyrimidin-5-yl)-1-(p-tolyl)ethan-1-ol BrC=1C=C2C(=NC=NN2C1)N1CCC(=CC1)C1=NC=C(C=N1)C(C)(O)C1=CC=C(C=C1)C